1,5-dibromoaniline BrC1(N)CC=CC(=C1)Br